C(C)(C)(C)N(C(O)=O)[C@@H](CC1=NC=CC(=C1)Br)C1=C(C=CC=C1)C1=NOC2=C1C=CC=C2.NC2=CC=C(NC=1C(=NC(=C(N1)NC)C1=CC=CC=3N(C=NC31)C)C(=O)N)C=C2 3-(4-amino-anilino)-5-(methylamino)-6-(1-methylbenzimidazol-4-yl)pyrazine-2-carboxamide tert-butyl-(S)-{1-[2-(benzo[d]isoxazol-3-yl)phenyl]-2-(4-bromopyridine-2-yl)ethyl}carbamate